4,4'-(dimethylmethylene)bis[2-(2-propenyl)-6-methylphenol] CC(C1=CC(=C(C(=C1)C)O)CC=C)(C1=CC(=C(C(=C1)C)O)CC=C)C